5-bromo-2-(2-oxoazepan-3-yl)isoindolin-1-one BrC=1C=C2CN(C(C2=CC1)=O)C1C(NCCCC1)=O